5-formyl-2-(4-methyl-4H-1,2,4-triazol-3-yl)-[1,1'-biphenyl] C(=O)C=1C=CC(=C(C1)C1=CC=CC=C1)C1=NN=CN1C